C1(=CC=CC=C1)[S+](C1=C(C=C(C=C1C)C)C)C1=CC=CC=C1 diphenyl-2,4,6-trimethylphenyl-sulfonium